(4-(1H-pyrazol-4-yl)phenyl)-5-methoxy-3H-spiro[benzofuran-2,3'-pyrrolidine]-2'-one N1N=CC(=C1)C1=CC=C(C=C1)N1C(C2(CC1)OC1=C(C2)C=C(C=C1)OC)=O